1-(4-((4-((3-chloro-4-((1-(5-fluoro-6-methylpyridin-3-yl)-1H-pyrazol-3-yl)oxy)phenyl)amino)-7-methoxyquinazolin-6-yl)amino)piperidin-1-yl)prop-2-en-1-one ClC=1C=C(C=CC1OC1=NN(C=C1)C=1C=NC(=C(C1)F)C)NC1=NC=NC2=CC(=C(C=C12)NC1CCN(CC1)C(C=C)=O)OC